C(CCCCCCCCCCCCCCCCCCC)OB(O)O eicosanyl-boric acid